6-(3-(1H-pyrazol-1-yl)phenyl)-5-methoxy-2-morpholinopyrimidine-4-carboxylic acid methyl ester COC(=O)C1=NC(=NC(=C1OC)C1=CC(=CC=C1)N1N=CC=C1)N1CCOCC1